N[C@@H](CCC(=O)O)C(=O)N[C@H](C)C(=O)O glutamyl-D-alanine